(E)-N-(3-(methylsulfonyl)allyl)-4-phenoxy-2-(1H-pyrazol-5-yl)pyrimidine-5-carboxamide CS(=O)(=O)/C=C/CNC(=O)C=1C(=NC(=NC1)C1=CC=NN1)OC1=CC=CC=C1